C1(CC1)CNC1=NNC2=CC(=CC=C12)C=1C=NN(C1)CC(=O)NC1=CC(=C(C=C1)C)C(F)(F)F 2-(4-(3-((cyclopropylmethyl)amino)-1H-indazol-6-yl)-1H-pyrazol-1-yl)-N-(4-methyl-3-(trifluoromethyl)phenyl)acetamide